((2-(trifluoromethyl)pyridin-4-yl)carbamoyl)(3-((5-(4-(trifluoromethyl)pyrimidin-5-yl)pyridin-2-yl)methyl)-1,2,3-oxadiazol-3-ium-5-yl)amide FC(C1=NC=CC(=C1)NC(=O)[N-]C1=C[N+](=NO1)CC1=NC=C(C=C1)C=1C(=NC=NC1)C(F)(F)F)(F)F